C(C)(C)(C)S(=O)(=O)ONC(=O)C=C acrylamino tertiary butyl-sulfonate